FC=1C=C(CCN2[C@@H]([C@H]([C@@H]([C@H](C2)O)O)O)CO)C=CC1 (2r,3r,4r,5s)-1-(3-fluorophenethyl)-2-(hydroxymethyl)piperidine-3,4,5-triol